3-(3,4-difluoro-2-methoxyphenyl)-5-methyl-N-(2-sulfamoylpyridin-4-yl)-5-(trifluoromethyl)tetrahydrothiophene-2-carboxamide FC=1C(=C(C=CC1F)C1C(SC(C1)(C(F)(F)F)C)C(=O)NC1=CC(=NC=C1)S(N)(=O)=O)OC